2-(((4-cyano-7-(4-isopropylphenyl)-2,3-dihydrobenzofuran-5-yl)amino)methyl)-N-hydroxyacrylamide C(#N)C1=C(C=C(C2=C1CCO2)C2=CC=C(C=C2)C(C)C)NCC(C(=O)NO)=C